FC(CO[C@@H]1[C@H]([C@H]([C@H](O[C@@]12CCCO2)CO)O)N2N=NC(=C2)C2=CC(=C(C(=C2)F)F)F)F (5S,7R,8R,9S,10R)-10-(2,2-difluoroethoxy)-7-(hydroxymethyl)-9-(4-(3,4,5-trifluorophenyl)-1H-1,2,3-triazol-1-yl)-1,6-dioxaspiro[4.5]decan-8-ol